t-butyl (S)-5-(2-acetyloxyethyl)-6-oxo-3-(trifluoromethyl)-5,6,6a,7,9,10-hexahydro-8H-pyrazino[1,2-a]pyrido[3,2-e]pyrazin-8-carboxylate C(C)(=O)OCCN1C([C@H]2N(C3=C1C=C(C=N3)C(F)(F)F)CCN(C2)C(=O)OC(C)(C)C)=O